NC=1C(=NC(=CN1)C=1C=C2CCN(CC2=C(C1)C)C)OC=1C=NN(C1)CC(C#N)(C)C 3-(4-(3-amino-6-(2,8-dimethyl-1,2,3,4-tetrahydroisoquinolin-6-yl)pyrazin-2-yloxy)-1H-pyrazol-1-yl)-2,2-dimethylpropionitrile